N-(2-nitro-5-(trifluoromethyl)phenyl)-2,3-dihydrobenzofuran-4-amine [N+](=O)([O-])C1=C(C=C(C=C1)C(F)(F)F)NC=1C=CC=C2C1CCO2